FC1([C@@H](CN(C[C@@H]1C)C(=O)OCC1=CC=CC=C1)CNS(=O)(=O)C)F Benzyl (3S,5S)-4,4-difluoro-3-(methanesulfonamidomethyl)-5-methyl-piperidine-1-carboxylate